NC1=NC=C(C(=N1)C1=CC=CC=C1)C 2-amino-5-methyl-4-phenylpyrimidine